SC=1SC=C(N1)C1=CC=C(C(=O)O)C=C1 4-(2-mercaptothiazol-4-yl)benzoic acid